Amylfuran C(CCCC)C=1OC=CC1